5-amino-1-(2-methylpropyl)-1H-pyrazole-4-carboxylic acid NC1=C(C=NN1CC(C)C)C(=O)O